COC(C1=CC(=CC=C1)COC=1C(=NC=C(C1)C1=CC=C(C=C1)C(=O)N1CC(NC(C1)C)C)N)=O 3-{2-amino-5-[4-(3,5-dimethyl-piperazine-1-carbonyl)-phenyl]-pyridin-3-yloxymethyl}-benzoic acid methyl ester